C1(CCCCC1)[C@@H](C(=O)O)N(C)C(=O)OCC1C2=CC=CC=C2C=2C=CC=CC12 (2S)-2-cyclohexyl-2-[9H-fluoren-9-yl-methoxycarbonyl-(methyl)amino]acetic acid